CC(CCCN)(CCCCN)C 4,4-dimethyl-1,8-octanediamine